[Na].S(=O)(=O)C1(CC1)COCC1=CC=CC=C1 (((1-hydrosulfonylcyclopropyl)methoxy)methyl)benzene sodium salt